2-(1-(6,7-dimethoxyquinolin-4-yl)piperidin-4-yl)-2-methylpropanenitrile COC=1C=C2C(=CC=NC2=CC1OC)N1CCC(CC1)C(C#N)(C)C